C(N)(=O)C=1C(=C(C2=CC=C(C=C2C1)C)C)NC(=O)C=1N(N=C(C1)C(F)(F)F)C1=NC=CC=C1Cl N-(3-carbamoyl-1,6-dimethyl-2-naphthyl)-2-(3-chloro-2-pyridinyl)-5-(trifluoromethyl)pyrazole-3-carboxamide